3-(5-(oxetan-3-yl)furan-2-yl)-5,6,7,8-tetrahydro-[1,2,4]triazolo[4,3-a]pyrazine hydrochloride Cl.O1CC(C1)C1=CC=C(O1)C1=NN=C2N1CCNC2